(S)-N-(4-(4-(2-amino-6-methylpyrimidin-4-yl)-1,4-oxazepan-3-yl)-3-chlorophenyl)propanamide NC1=NC(=CC(=N1)N1[C@H](COCCC1)C1=C(C=C(C=C1)NC(CC)=O)Cl)C